Sodium (2S,5R)-2-(N-(4-cyanobenzoyl)carbamimidoyl)-7-oxo-1,6-diazabicyclo[3.2.1]octan-6-yl Sulfate S(=O)(=O)(ON1[C@@H]2CC[C@H](N(C1=O)C2)C(NC(C2=CC=C(C=C2)C#N)=O)=N)[O-].[Na+]